5-bromo-1-((2-(trimethylsilyl)ethoxy)methyl)-1H-pyrrolo[2,3-b]pyridine BrC=1C=C2C(=NC1)N(C=C2)COCC[Si](C)(C)C